C(C1=CC=CC=C1)N1C([C@@]2(NC=3C=CC=CC3C=3C4=C(C=CC23)C(=C(N4)C4=CC=CC=C4)C)C4=CC=CC=C14)=O (S)-(+)-1-Benzyl-3'-methyl-2'-phenyl-1',7'-dihydrospiro[indoline-3,6'-pyrrolo[3,2-k]phenanthridin]-2-one